3,4-Epoxycyclohexyl-epoxyethan C1(CC2C(CC1)O2)C2CO2